benzyl (3S,6S,9aS)-6-((tert-butoxycarbonyl) amino)-5-oxooctahydro-1H-pyrrolo[1,2-a]azepine-3-carboxylate C(C)(C)(C)OC(=O)N[C@H]1CCC[C@@H]2N(C1=O)[C@@H](CC2)C(=O)OCC2=CC=CC=C2